8-Benzyl-12-isobutyl-4-oxa-8,12-diazadispiro[2.1.5.3]tridecan-13-on C(C1=CC=CC=C1)N1CCC2(OC3(CC3)C(N(C2)CC(C)C)=O)CC1